[(2R,3S)-2-hydroxy-3,4-bis[[2-(1H-indol-3-yl)acetyl]oxy]butyl] 2-(1H-indol-3-yl)acetate N1C=C(C2=CC=CC=C12)CC(=O)OC[C@H]([C@H](COC(CC1=CNC2=CC=CC=C12)=O)OC(CC1=CNC2=CC=CC=C12)=O)O